(S)-N'-((1,2,3,5,6,7-hexahydro-s-indacen-4-yl)carbamoyl)-4-(((2-meth-oxyethyl)(methyl)amino)-methyl)benzenesulfonimidamide C1CCC2=C(C=3CCCC3C=C12)NC(=O)N=[S@@](=O)(N)C1=CC=C(C=C1)CN(C)CCOC